[Na].CC1=C(C(=NO)C#N)C=CC=C1 2-methyl-alpha-hydroxyiminobenzyl cyanide sodium salt